bis(3-aminopropyl)methylamine NCCCN(C)CCCN